C(C)(C)N1C=CC=2C1=CN=C(C2)C2=NSC=N2 3-(1-isopropyl-1H-pyrrolo[2,3-c]pyridin-5-yl)-1,2,4-thiadiazol